C[C@H]1CC[C@@H](NC1)C1=CCN(CC1)C(=O)OCC1=CC=CC=C1 |r| rac-benzyl 4-((2R,5S)-5-methylpiperidin-2-yl)-5,6-dihydropyridine-1(2H)-carboxylate